COC=1C=C2C(N(C=NC2=CC1OC)CCC(=O)NC=1SC(=CN1)C(F)(F)F)=O 3-(6,7-dimethoxy-4-oxoquinazolin-3(4H)-yl)-N-(5-(trifluoromethyl)thiazol-2-yl)propanamide